1-chlorofluoroethylene ClC(=C)F